N1=C(C=CC=C1)C#CC(CC)=O 1-(pyridin-2-yl)pent-1-yn-3-one